CO[C@H]1[C@@H](C[C@@H]2CN3CCC4=C([C@H]3C[C@@H]2[C@@H]1C(=O)OC)NC5=C4C=CC(=C5)OC)OC(=O)C6=CC(=C(C(=C6)OC)OC)OC The molecule is an alkaloid found in the roots of Rauwolfia serpentina and R. vomitoria. It has a role as an antihypertensive agent, a first generation antipsychotic, an adrenergic uptake inhibitor, an EC 3.4.21.26 (prolyl oligopeptidase) inhibitor, an environmental contaminant, a xenobiotic and a plant metabolite. It is an alkaloid ester, a methyl ester and a yohimban alkaloid. It derives from a reserpic acid.